lithium 5-methyl-4-oxo-4,5-dihydroimidazo[1,5-a]quinoxaline-8-carboxylate CN1C(C=2N(C3=CC(=CC=C13)C(=O)[O-])C=NC2)=O.[Li+]